(+)-maleic acid C(\C=C/C(=O)O)(=O)O